O=C1NC(CCC1OC1=CC=C(C=C1)N1CCN(CC1)C(CCN1CCC(CC1)C=1N=C2N(C=C(C(=C2)OC(C)C)NC(=O)C2=NC(=CC=C2)C(F)(F)F)C1)=O)=O N-[2-[1-[3-[4-[4-[(2,6-dioxo-3-piperidyl)oxy]phenyl]piperazin-1-yl]-3-oxo-propyl]-4-piperidyl]-7-isopropoxy-imidazo[1,2-a]pyridin-6-yl]-6-(trifluoromethyl)pyridine-2-carboxamide